FC1=C(C=C(C=C1)CC(=O)N1CCN(CC1)C=1C=CC=2N(N1)C=NN2)C#CC 2-[4-fluoro-3-(prop-1-yn-1-yl)phenyl]-1-(4-{[1,2,4]triazolo[4,3-b]pyridazin-6-yl}piperazin-1-yl)ethan-1-one